COC(CCCCC(=O)NC1(CCN(CC1)C1=NC(=C(N=C1)C1=C(C(=CC=C1)Cl)Cl)N)C)=O 6-((1-(6-amino-5-(2,3-dichlorophenyl)pyrazin-2-yl)-4-methylpiperidin-4-yl)amino)-6-oxohexanoic acid methyl ester